CN(CCC=1OC2=C(N1)C=C1C(=C2F)CC(C1)CN1CCC2(CN(C(O2)=O)C2=NC3=C(OC=CN3)N=C2)CC1)C 6-[8-[[2-[2-(dimethylamino)ethyl]-8-fluoro-6,7-dihydro-5H-cyclopenta[f][1,3]benzoxazol-6-yl]methyl]-2-oxo-1-oxa-3,8-diazaspiro[4.5]decan-3-yl]-4H-pyrazino[2,3-b][1,4]oxazin